COC(C1=C(C(=C(C(=C1F)CCNC(=O)OC(C)(C)C)C1=NC(=CC(=C1C(F)(F)F)C)N(CC1=CC=C(C=C1)OC)CC1=CC=C(C=C1)OC)F)N)=O 2-amino-4-(6-(bis(4-methoxybenzyl)amino)-4-methyl-3-(trifluoromethyl)pyridin-2-yl)-5-(2-((tert-butoxycarbonyl)amino)ethyl)-3,6-difluorobenzoic acid methyl ester